C(=O)C=1C(=NC=CC1C1=CN(C(C(=C1)NC1=NN2C(CN(CC2)C)=C1)=O)C)N1C(C=2N(C=3CCCCC3C2)C=C1)=O 2-(3-(Formyl)-4-(1-methyl-5-(5-methyl-4,5,6,7-tetrahydropyrazolo[1,5-a]pyrazin-2-ylamino)-6-oxo-1,6-dihydropyridin-3-yl)pyridin-2-yl)-6,7,8,9-tetrahydro-pyrazino[1,2-a]indol-1(2H)-one